trinitronaphthalene C1=CC2=C(C=C(C=C2C=C1[N+](=O)[O-])[N+](=O)[O-])[N+](=O)[O-]